tert-butyl (E)-2-(((Z)-5-(3-((tert-butyldimethylsilyl)oxy)-2-fluorophenyl)-3-(2-fluorobenzyl)pyrazin-2(1H)-ylidene)amino)-3-(furan-2-yl)acrylate [Si](C)(C)(C(C)(C)C)OC=1C(=C(C=CC1)C=1N=C(/C(/NC1)=N/C(/C(=O)OC(C)(C)C)=C/C=1OC=CC1)CC1=C(C=CC=C1)F)F